2-[4-(4-hydroxypiperidin-1-yl)-6-(4-(1-methyl-1-hydroxyethyl)piperidin-1-yl)-pyrimidin-2-ylamino]-4-methyl-thiazole-5-carboxylic acid ethyl ester C(C)OC(=O)C1=C(N=C(S1)NC1=NC(=CC(=N1)N1CCC(CC1)O)N1CCC(CC1)C(C)(O)C)C